C(#N)\C(=C/C1=C(N(C(=C1)C)C=1SC(=CC1C#N)C)C)\C=1NC2=CC=C(C=C2C1)OC (Z)-2-(3-(2-cyano-2-(5-methoxy-1H-indol-2-yl)vinyl)-2,5-dimethyl-1H-pyrrol-1-yl)-5-methylthiophene-3-carbonitrile